((2-(((2S)-1-((2S)-2-(2-(3,5-difluorophenyl)morpholine-4-carbonyl)pyrrolidin-1-yl)-3,3-dimethyl-1-oxobutan-2-yl)carbamoyl)benzo[b]thiophen-5-yl)difluoromethyl)phosphonic acid FC=1C=C(C=C(C1)F)C1CN(CCO1)C(=O)[C@H]1N(CCC1)C([C@H](C(C)(C)C)NC(=O)C1=CC2=C(S1)C=CC(=C2)C(F)(F)P(O)(O)=O)=O